C(C)(C)(C)OC(C1=C(N=CC=C1COC(COC1=CC=CC=C1)=O)NC)=O 2-(methylamino)-4-((2-phenoxyacetoxy)methyl)nicotinic acid tert-butyl ester